2-((2S)-1-acryloyl-4-(7-(5-chloro-1H-indazol-4-yl)-2-(((S)-1-methylpyrrolidin-2-yl)methoxy)-7,8-dihydro-5H-pyrano[4,3-d]pyrimidin-4-yl)piperazin-2-yl)acetonitrile C(C=C)(=O)N1[C@H](CN(CC1)C=1C2=C(N=C(N1)OC[C@H]1N(CCC1)C)CC(OC2)C2=C1C=NNC1=CC=C2Cl)CC#N